3-(1-ethoxy-2-methyl-1-oxopropan-2-yl)benzoic acid C(C)OC(C(C)(C)C=1C=C(C(=O)O)C=CC1)=O